2-(4-(((3aR,5R,6aS)-2-((S)-2-hydroxypropanoyl)octahydrocyclopenta[c]pyrrol-5-yl)amino)-1H-pyrrolo[2,3-b]pyridin-5-yl)-N-(2,2,2-trifluoroethyl)thiazole-5-carboxamide O[C@H](C(=O)N1C[C@@H]2[C@H](C1)CC(C2)NC2=C1C(=NC=C2C=2SC(=CN2)C(=O)NCC(F)(F)F)NC=C1)C